4-(3-(6-(difluoromethyl)imidazo[1,2-a]pyrazin-3-yl)-1,2,4-thiadiazol-5-yl)-2-(1H-pyrazol-4-yl)morpholine FC(C=1N=CC=2N(C1)C(=CN2)C2=NSC(=N2)N2CC(OCC2)C=2C=NNC2)F